4-(2-naphthyl)bromobenzene C1=C(C=CC2=CC=CC=C12)C1=CC=C(C=C1)Br